(R)-5-methyl-8-(3-methylpiperazin-1-yl)-6-oxo-5,6-dihydro-1,5-naphthyridine-2,7-dicarbonitrile CN1C=2C=CC(=NC2C(=C(C1=O)C#N)N1C[C@H](NCC1)C)C#N